2-(7-(diethylamino)-4-methyl-2-oxo-2H-chromen-3-yl)ethyl (3-(pyridin-2-yl)benzyl)carbamate N1=C(C=CC=C1)C=1C=C(CNC(OCCC=2C(OC3=CC(=CC=C3C2C)N(CC)CC)=O)=O)C=CC1